C(C)(C)(C)OC(=O)N=C1N(C(CC(N1)(CC)CC)=O)CC=1C=C(C(=O)OC)C=C(C1)F methyl 3-((2-((tert-butoxycarbonyl)imino)-4,4-diethyl-6-oxotetrahydropyrimidin-1(2H)-yl)methyl)-5-fluorobenzoate